C(C1=CC=CC=C1)OC(=O)N[C@@H]1CN([C@H](C=CC1)CO[Si](C)(C)C(C)(C)C)C(=O)OCC1=CC=CC=C1 benzyl (3S,7R)-3-(((benzyloxy)carbonyl)amino)-7-(((tertbutyldimethylsilyl)oxy)methyl)-2,3,4,7-tetrahydro-1H-azepine-1-carboxylate